(S)-5-(benzyloxy)-N-((1-ethylpyrrolidin-2-yl)methyl)-2-methylbenzofuran-3-carboxamide C(C1=CC=CC=C1)OC=1C=CC2=C(C(=C(O2)C)C(=O)NC[C@H]2N(CCC2)CC)C1